1-(2,2-difluoroethyl)-6-((S)-3-((S)-1-(2-(trifluoromethyl)phenoxy)ethyl)piperidin-1-yl)-1H-pyrazolo[3,4-b]pyrazine FC(CN1N=CC=2C1=NC(=CN2)N2C[C@H](CCC2)[C@H](C)OC2=C(C=CC=C2)C(F)(F)F)F